8-(5-Cyclopropyl-2-methyl-pyrazol-3-yl)sulfonyl-N-(2-methoxyethyl)-1-oxa-8-azaspiro[4.5]decan-3-amine C1(CC1)C=1C=C(N(N1)C)S(=O)(=O)N1CCC2(CC(CO2)NCCOC)CC1